ClC=1C=C(CN2C(=NC3=C2C=CC=C3N3CCNCC3)C(F)(F)F)C=CC1 1-(3-chlorobenzyl)-4-(piperazin-1-yl)-2-(trifluoromethyl)-1H-benzimidazole